CN(C/C=C/C(=O)N1C[C@@H](N(CC1)C=1C=CC=2N=CN=C(C2N1)NC1=CC(=C(C=C1)CC1=CC2=C(N(C=N2)C)C=C1)C)C)C (S,E)-4-(dimethylamino)-1-(3-methyl-4-(4-((3-methyl-4-((1-methyl-1H-benzo[d]imidazol-5-yl)methyl)phenyl)amino)pyrido[3,2-d]pyrimidin-6-yl)piperazin-1-yl)but-2-en-1-one